BrC1=C(OC2=CC=C(O[Si](C)(C)C(C)(C)C)C=C2)C=CC=C1 [4-(2-bromophenoxy)phenoxy]-tert-butyl-dimethyl-silane